benzyl (6aR)-3,4-dichloro-1-(4-hydroxy-2,2-dimethylpyrrolidin-1-yl)-12-oxo-6a,7,9,10-tetrahydro-12H-pyrazino[2,1-c]pyrido[3,4-f][1,4]oxazepine-8(6H)-carboxylate ClC1=C(C2=C(C(N3[C@@H](CO2)CN(CC3)C(=O)OCC3=CC=CC=C3)=O)C(=N1)N1C(CC(C1)O)(C)C)Cl